O=C1CCC(OC1)C(=O)OCC ethyl 5-oxooxane-2-carboxylate